C(C)OC(=O)C1=NN(C2=CN=CC=C21)C 1-methyl-1H-pyrazolo[3,4-c]Pyridine-3-carboxylic acid ethyl ester